CC(C)OC(=O)CCOC(C1=C(C=C(C(=C1)N)F)Cl)=O 5-amino-2-chloro-4-fluorobenzoic acid (1-methyl-1-ethoxycarbonyl)ethyl ester